CNC(C(=O)O)CC=1C=NC=C(C1)OC 2-(Methylamino)-3-(5-methoxypyridin-3-yl)propanoic acid